C1CCCC12CN(CCC2)C(=O)[O-] 7-azaspiro[4.5]decane-7-carboxylate